[Cl-].[Cl-].CN1C2=C(C=3C=C(C=CC13)C)CC1=C(C=CC=C12)[Zr+2] 5,8-dimethyl-5,10-dihydroindeno[1,2-b]indoleyl-zirconium Dichloride